C(C(=C)C)(=O)OC(C(O)C(O)(O[Si](C)(C)C)O[Si](C)(C)C)(CCC[SiH3])C methyl-bis(trimethylsiloxy)-silylpropyl-glycerol methacrylate